methyl (R)-2-(1'-(2,2-dimethyltetrahydro-2H-pyran-4-yl)-2'-oxospiro[cyclopropane-1,3'-indolin]-4'-yl)acetate CC1(OCC[C@H](C1)N1C(C2(C3=C(C=CC=C13)CC(=O)OC)CC2)=O)C